N-methylquinoxaline-2(1H)-one CN1C(C=NC2=CC=CC=C12)=O